N-(6-(4-hydroxyazepan-1-yl)-2,2-dimethyl-2,3-dihydrobenzofuran-5-yl)pyrazolo[1,5-a]pyrimidine-3-carboxamide OC1CCN(CCC1)C1=CC2=C(CC(O2)(C)C)C=C1NC(=O)C=1C=NN2C1N=CC=C2